2-hydroxy-N-(1-(4-methoxyphenyl)-2-oxo-2-((4-(trimethylsilyl)phenyl)amino)ethyl)-N,5-dimethyl-1,3-oxazole-4-carboxamide OC=1OC(=C(N1)C(=O)N(C)C(C(NC1=CC=C(C=C1)[Si](C)(C)C)=O)C1=CC=C(C=C1)OC)C